2H-pyran-4-ylcarbamate O1CC=C(C=C1)NC([O-])=O